tert-butyl ((s)-1-phenylethyl) ((S)-3-(4-carbamoylphenyl)propane-1,2-diyl)dicarbamate C(N)(=O)C1=CC=C(C=C1)C[C@@H](CNC(OC(C)(C)C)=O)NC(O[C@@H](C)C1=CC=CC=C1)=O